(3S)-N-cyclobutyl-3-{[5-(2,6-dimethoxyphenyl)-1-(pentan-3-yl)-1H-pyrazol-3-yl]formamido}-5-(piperidin-1-yl)pentanamide C1(CCC1)NC(C[C@H](CCN1CCCCC1)NC(=O)C1=NN(C(=C1)C1=C(C=CC=C1OC)OC)C(CC)CC)=O